C(C)(C)C1=C(C=CC(=C1)C(C)(C)C)C1C=CC2=CC=CC=C12 2-Isopropyl-4-tert-butylphenyl-indene